N-(2,4-dimethyl-5-(pyridin-2-yl)phenyl)-6-azabicyclo[3.1.1]heptane-6-carboxamide CC1=C(C=C(C(=C1)C)C1=NC=CC=C1)NC(=O)N1C2CCCC1C2